FC1(CCC(CC1)C1=NC=NC(=C1NC(C1=CN=C(C=C1)OC(C)C)=O)C1=C(C=CC(=C1)F)F)F N-(4-(4,4-difluorocyclohexyl)-6-(2,5-difluorophenyl)pyrimidin-5-yl)-6-isopropoxynicotinamide